(3R)-6-[1-(4-Aminopiperidin-1-yl)-2-hydroxypropan-2-yl]-3-(4-chlorophenyl)-2-[(5-chloropyridin-2-yl)methyl]-3-methoxy-2,3-dihydro-1H-isoindol-1-on NC1CCN(CC1)CC(C)(O)C1=CC=C2[C@](N(C(C2=C1)=O)CC1=NC=C(C=C1)Cl)(OC)C1=CC=C(C=C1)Cl